(3-fluoro-5-nitrophenyl)piperazine-1-carboxylic acid tert-butyl ester C(C)(C)(C)OC(=O)N1C(CNCC1)C1=CC(=CC(=C1)[N+](=O)[O-])F